2-(Bis(4-methoxybenzyl)amino)-4-(butylamino)pyrimido[4,5-d]pyridazin COC1=CC=C(CN(C=2N=C(C=3C(=CN=NC3)N2)NCCCC)CC2=CC=C(C=C2)OC)C=C1